1-(3,4-dichlorophenyl)-2,2-difluoroethan-1-ol ClC=1C=C(C=CC1Cl)C(C(F)F)O